2,3-dichloropropyltriethoxysilane ClC(C[Si](OCC)(OCC)OCC)CCl